4-[2-(2,6-Dimethoxyphenylamino)-1-hydroxyethyl]-1,3-dihydroimidazol-2-one COC1=C(C(=CC=C1)OC)NCC(O)C=1NC(NC1)=O